(S)-2-aminotetrahydrofuran N[C@H]1OCCC1